(E)-N-((7-Fluoro-2-(4'-fluoro-2'-(4-methyl-4H-1,2,4-triazol-3-yl)-[1,1'-biphenyl]-3-yl)benzo[d]oxazol-5-yl)methylene)-2-methylpropane-2-sulfinamide FC1=CC(=CC=2N=C(OC21)C=2C=C(C=CC2)C2=C(C=C(C=C2)F)C2=NN=CN2C)\C=N\S(=O)C(C)(C)C